ClC1=CC=C2C(=C1)NC([C@]21N(C(C=2C1=C(N(C2)C=2C=NC(=CC2OC)OC)C(C)C)=O)C2=C(C=CC(=C2)Cl)F)=O (3S)-6-chloro-2'-(5-chloro-2-fluorophenyl)-5'-(4,6-dimethoxypyridin-3-yl)-6'-(propan-2-yl)-1,2,3',5'-tetrahydro-2'h-spiro[indole-3,1'-pyrrolo[3,4-c]pyrrole]-2,3'-dione